2,2-difluoro-[1,3]dioxolo[4,5-b]thiazolo[4,5-e]pyridin-6-amine FC1(OC=2C(=NC3=C(C2)N=C(S3)N)O1)F